B([O-])([O-])[O-].C(CCCCCCCCC)[N+](CCO)(CCO)CCCCCCCCCC.C(CCCCCCCCC)[N+](CCCCCCCCCC)(CCO)CCO.C(CCCCCCCCC)[N+](CCCCCCCCCC)(CCO)CCO didecylbis(hydroxyethyl)ammonium borate